FC(OC=1C(=NC=C(C1)C(F)(F)F)N1C(OCC12C1=C(COCC2)C(=CC=C1)F)=O)F 3'-(3-(difluoromethoxy)-5-(trifluoromethyl)pyridin-2-yl)-9-fluoro-3,4-dihydro-1H-spiro[benzo[c]oxepine-5,4'-oxazolidin]-2'-one